NC1=NC=CC(=C1C#CC(=O)N1CCN(CC1)CCOC)OC1=C(C=C(C=C1)NC(=O)C1=NC=CN(C1=O)C1=CC=C(C=C1)F)F N-(4-(2-amino-3-(3-(4-(2-methoxyethyl)piperazin-1-yl)-3-oxoprop-1-ynyl)pyridin-4-yloxy)-3-fluorophenyl)-4-(4-fluorophenyl)-3-oxo-3,4-dihydropyrazine-2-carboxamide